(S)-6-((1,4-dioxan-2-yl)methoxy)-2-(4-butylphenyl)-3-ethylpyridin-4-ol O1[C@@H](COCC1)COC1=CC(=C(C(=N1)C1=CC=C(C=C1)CCCC)CC)O